BrC=1C=C2C(=NC1)NC=C2C(=O)C=2C(=C(C=CC2F)NS(=O)(=O)N2C[C@@H](CC2)F)CC (R)-N-(3-(5-bromo-1H-pyrrolo[2,3-b]pyridine-3-carbonyl)-2-ethyl-4-fluorophenyl)-3-fluoropyrrolidine-1-sulfonamide